5-amino-2-chloro-3-fluoro-N-methylisonicotinamide NC1=CN=C(C(=C1C(=O)NC)F)Cl